(R)-6-bromo-N4-(1-(3-(difluoromethyl)-2-fluorophenyl)ethyl)-N7-isopropyl-2-methyl-quinazoline-4,7-diamine BrC=1C=C2C(=NC(=NC2=CC1NC(C)C)C)N[C@H](C)C1=C(C(=CC=C1)C(F)F)F